ClC1=CC=C2C(=N1)N(C=C2C2=C(C=1N(C=C2)N=CN1)OC)COCC[Si](C)(C)C 6-chloro-3-[8-methoxy-[1,2,4]triazolo[1,5-a]pyridin-7-yl]-1-[[2-(trimethylsilyl)ethoxy]methyl]pyrrolo[2,3-b]pyridine